(-)-5-[3-[3-[6-(3-chlorophenoxy)-3-pyridyl]Azetidin-1-yl]-3-oxo-propyl]5-methyl-pyrrolidin-2-one ClC=1C=C(OC2=CC=C(C=N2)C2CN(C2)C(CCC2(CCC(N2)=O)C)=O)C=CC1